1'-[(3-aminocyclobutyl)methyl]-5-chloro-1-methyl-spiro[indoline-3,4'-piperidine]-2-one NC1CC(C1)CN1CCC2(CC1)C(N(C1=CC=C(C=C12)Cl)C)=O